2-(((1R,4R)-4-((2-(1H-Imidazol-1-yl)-5-methyl-6-oxo-5,6-dihydropyrido[3,2-d]pyrimidin-8-yl)amino)cyclohexyl)oxy)-N,N-dimethylacetamid N1(C=NC=C1)C=1N=CC2=C(N1)C(=CC(N2C)=O)NC2CCC(CC2)OCC(=O)N(C)C